tert-butyl (3-(4-fluorophenyl)-2-hydroxy-2-methylpropyl)carbamate FC1=CC=C(C=C1)CC(CNC(OC(C)(C)C)=O)(C)O